[Fe].[Zn].[Pb] lead-zinc-iron